O=C1N(C(C=C1)=O)C=CC(=O)N 3-(2,5-dioxo-2,5-dihydro-1H-pyrrol-1-yl)propenamide